N-[2-(2-aminoethoxy)ethyl]-4-[[3-(4-methoxyphenyl)imidazo[1,2-a]pyrazin-8-yl]amino]-2-methylbenzenesulfonamide NCCOCCNS(=O)(=O)C1=C(C=C(C=C1)NC=1C=2N(C=CN1)C(=CN2)C2=CC=C(C=C2)OC)C